C(C)(C)(C)[S@@](=O)N[C@H](CC)[C@]1(CN(CCCC1)C(=O)OC(C)(C)C)C(=O)OCC 1-(tert-butyl) 3-ethyl (S)-3-((R)-1-(((R)-tert-butylsulfinyl) amino)propyl)azepane-1,3-dicarboxylate